4-(((1s,3s)-3-(2-(4-methylpiperidin-1-yl)-2-oxoethyl)cyclobutyl)amino)-1H-pyrrolo[2,3-b]pyridine-5-carbonitrile CC1CCN(CC1)C(CC1CC(C1)NC1=C2C(=NC=C1C#N)NC=C2)=O